(Z)-6-cis-9,10-Epoxynonadecene C=CCCCCCCC1C(CCCCCCCCC)O1